tert-butyl (R)-4-(5-bromo-7-tosyl-7H-pyrrolo[2,3-d]pyrimidin-4-yl)-2-methylpiperazine-1-carboxylate BrC1=CN(C=2N=CN=C(C21)N2C[C@H](N(CC2)C(=O)OC(C)(C)C)C)S(=O)(=O)C2=CC=C(C)C=C2